CC1=CC=C(C=C1)C1=CSC=2N=C3N(CCC4=C3NC3=CC=CC=C43)C(C21)=O 3-(4-methylphenyl)-6,7-dihydrothieno[2'',3'':4',5']pyrimido[1',2':1,2]pyrido[3,4-b]indol-4(12H)-one